C(C)(C)(C)OC(=O)N1C[C@H](CC1)OC1=CC=C(C=C1C1=CC=C(C=C1)F)C(=O)N1CCN(CC1)C(=O)C=1C=C(O[C@H]2CN(CC2)C(=O)OC(C)(C)C)C=C(C1)F tert-butyl (R)-3-(3-(4-(6-(((S)-1-(tert-butoxycarbonyl)pyrrolidin-3-yl)oxy)-4'-fluoro-[1,1'-biphenyl]-3-carbonyl)piperazine-1-carbonyl)-5-fluorophenoxy)pyrrolidine-1-carboxylate